BrC1=CC(=NC=C1)C(C)NCC1=C(C=C(C=C1)OC)OC 1-(4-bromopyridin-2-yl)-N-(2,4-dimethoxybenzyl)ethylamine